C(C)(C)(C)OC(=O)N1C[C@H](CC1)NC (S)-tert-butyl-3-(methylamino)pyrrolidine-1-carboxylate